[4-(1-aminoprop-2-yl)-2,5-difluorophenyl]piperazine-1-carboxylic acid tert-butyl ester C(C)(C)(C)OC(=O)N1C(CNCC1)C1=C(C=C(C(=C1)F)C(CN)C)F